N-((4-methoxyphenyl)sulfonyl)-4-(5-(trifluoromethyl)-1,2,4-oxadiazol-3-yl)benzamide COC1=CC=C(C=C1)S(=O)(=O)NC(C1=CC=C(C=C1)C1=NOC(=N1)C(F)(F)F)=O